2-(1-((1R,3s,5S)-8-azabicyclo[3.2.1]octan-3-yl)-1H-pyrazol-4-yl)-8-chloro-7-((2-methyl-1H-benzo[d]imidazol-6-yl)oxy)quinoxaline [C@H]12CC(C[C@H](CC1)N2)N2N=CC(=C2)C2=NC1=C(C(=CC=C1N=C2)OC=2C=CC1=C(NC(=N1)C)C2)Cl